NC1=CC(=C(C=C1)C1CCN(CC1)C(=O)[C@@H]1CC[C@H](CC1)C(=O)OC(C)(C)C)F tert-butyl trans-4-(4-(4-amino-2-fluorophenyl)piperidine-1-carbonyl)cyclohexane-1-carboxylate